FC(OC=1C=C(C=CC1F)C1=CN=CC(=N1)CN1C(OC[C@H]1C)=O)F (4R)-3-[[6-[3-(Difluoromethoxy)-4-fluoro-phenyl]pyrazin-2-yl]methyl]-4-methyl-oxazolidin-2-one